C(C1=CC=CC=C1)C=1C(=NC=C(N1)C1=CC(=C(C=C1)Cl)O[Si](C)(C)C(C)(C)C)N\C(\C(=O)O)=C/C=1OC=CC1 (Z)-2-((3-benzyl-5-(3-((tert-butyldimethylsilyl)oxy)-4-chlorophenyl)pyrazin-2-yl)amino)-3-(furan-2-yl)acrylic acid